N1=C(C=CC=C1)C1=NC=CC=C1.[Ru] ruthenium (bipyridine)